coumaryl aminopropionate NC(C(=O)OC\C=C\C1=CC=C(C=C1)O)C